2-ethoxypyridine-5-boronic acid C(C)OC1=NC=C(C=C1)B(O)O